6-bromo-4,4,8-trifluoro-3-hydroxy-3-methyl-3,4-dihydroisoquinolin-1(2H)-one BrC=1C=C2C(C(NC(C2=C(C1)F)=O)(C)O)(F)F